N4,N4-bis(4-methoxybenzyl)-N2-methylpyridine-2,3,4-triamine COC1=CC=C(CN(C2=C(C(=NC=C2)NC)N)CC2=CC=C(C=C2)OC)C=C1